8-[1-(2,2-difluoroethyl)-1H-pyrazolo[3,4-b]pyrazin-6-yl]-2-[4-(trifluoromethyl)pyridin-2-yl]-2,8-diazaspiro[4.5]decan-1-one FC(CN1N=CC=2C1=NC(=CN2)N2CCC1(CCN(C1=O)C1=NC=CC(=C1)C(F)(F)F)CC2)F